C(C)(C)(C)OC(CCC(C)(C#N)C1=CC=C(C=N1)N1CCN(CC1)C(=O)OC(C)(C)C)=O tert-butyl 4-(6-(5-(tert-butoxy)-2-cyano-5-oxopentan-2-yl)pyridin-3-yl)piperazine-1-carboxylate